2-(6-(2-chloro-5-fluoropyrimidin-4-yl)-8-fluoro-2-methylquinolin-4-yl)propan-2-ol 3-(3-(tert-butyl)-4-hydroxy-5-(5-methoxy-2H-benzo[d][1,2,3]triazol-2-yl)phenoxy)propyl-methacrylate C(C)(C)(C)C=1C=C(OCCCC=C(C(=O)OC(C)(C)C2=CC(=NC3=C(C=C(C=C23)C2=NC(=NC=C2F)Cl)F)C)C)C=C(C1O)N1N=C2C(=N1)C=CC(=C2)OC